ClC=1C=CC2=C(N(CC(O2)C(=O)NC23CC(C2)(C3)NC(COC3=CC(=C(C=C3)Cl)F)=O)C(=O)C3=CC=NO3)C1 6-chloro-N-{3-[2-(4-chloro-3-fluorophenoxy)acetamido]bicyclo[1.1.1]pent-1-yl}-4-(1,2-oxazole-5-carbonyl)-3,4-dihydro-2H-1,4-benzoxazine-2-carboxamide